(S)-6-(1-amino-1,3-dihydrospiro[indene-2,4'-piperidine]-1'-yl)-5-methyl-3-(1-phenylcyclopropyl)-1,5-dihydro-4H-pyrazolo[3,4-d]pyrimidin-4-one N[C@@H]1C2=CC=CC=C2CC12CCN(CC2)C=2N(C(C1=C(N2)NN=C1C1(CC1)C1=CC=CC=C1)=O)C